(2R,3S,5R)-5-(6-amino-2-fluoro-9H-purin-9-yl)-2-ethynyl-2-((((S)-(((S)-1-(heptan-4-yloxy)-1-oxo-3-phenylpropan-2-yl)amino)(phenoxy)phosphoryl)oxy)methyl)tetrahydrofuran-3-yl palmitate C(CCCCCCCCCCCCCCC)(=O)O[C@@H]1[C@](O[C@H](C1)N1C2=NC(=NC(=C2N=C1)N)F)(CO[P@](=O)(OC1=CC=CC=C1)N[C@H](C(=O)OC(CCC)CCC)CC1=CC=CC=C1)C#C